dibromo-monoiodomethane BrC(I)Br